BrC1=CC(=NC=C1OC1=C(C=C(C=C1)F)F)N 4-bromo-5-(2,4-difluorophenoxy)pyridin-2-amine